2-[2,4-difluoro-5-(trifluoromethyl)phenyl]-4,4,5,5-tetramethyl-1,3,2-dioxaborolane FC1=C(C=C(C(=C1)F)C(F)(F)F)B1OC(C(O1)(C)C)(C)C